CC1=NNC(=C1)CNC(C1=CC=C(C=C1)C1=NC=CC2=C1C=CN2)=O N-[(3-methyl-1H-pyrazol-5-yl)methyl]-4-(1H-pyrrolo[3,2-c]pyridin-4-yl)benzamide